BrC=1C=C2CCC(C(C2=CC1F)NC(O[C@@H]1CN2CCC1CC2)=O)(C)C (S)-quinuclidin-3-yl (6-bromo-7-fluoro-2,2-dimethyl-1,2,3,4-tetrahydronaphthalen-1-yl)carbamate